3-(2-nitro-1H-imidazol-1-yl)propan-1-amine hydrochloride Cl.[N+](=O)([O-])C=1N(C=CN1)CCCN